NC1CCC(CC1)NC=1C2=C(N=CN1)N(C=C2C2CCOCC2)CO [4-[(4-aminocyclohexyl)amino]-5-tetrahydropyran-4-yl-pyrrolo[2,3-d]pyrimidin-7-yl]methanol